C1(CC1)N1N=CC(=C1)C=1C=CC=2N(N1)C(=CN2)C2=CC=CC(=N2)N[C@H]2CNCCC2 (R)-6-(6-(1-cyclopropyl-1H-pyrazol-4-yl)imidazo[1,2-b]pyridazin-3-yl)-N-(piperidin-3-yl)pyridin-2-amine